ClC1=C(C=CC(=C1OC=1C(=C2C(N(C=NC2=CC1)C)=O)F)F)NS(=O)(=O)N1CC(C1)OC N-(2-chloro-4-fluoro-3-((5-fluoro-3-methyl-4-oxo-3,4-dihydroquinazolin-6-yl)oxy)phenyl)-3-methoxyazetidine-1-sulfonamide